FC(C1=NN=C(S1)C1=CN=C2N1C=C(C=C2N2CCC(CC2)C(F)(F)F)S(=O)(=O)NC2(CC2)C)F 3-(5-(difluoromethyl)-1,3,4-thiadiazol-2-yl)-N-(1-methylcyclopropyl)-8-(4-(trifluoromethyl)piperidin-1-yl)imidazo[1,2-a]pyridine-6-sulfonamide